(R)-2-methyl-2-(1-methyl-5-(3-methylmorpholinyl)-1H-pyrazolo[4,3-b]pyridin-7-yl)propionitrile CC(C#N)(C)C1=C2C(=NC(=C1)N1[C@@H](COCC1)C)C=NN2C